COC=1C=C(C=CC1)C=1C=C2C=CN(C(C2=CC1)=O)CCC1=CC=CC=C1 6-(3-methoxyphenyl)-2-phenethylisoquinolin-1(2H)-one